ClC1=C(CN2CCN(CC2)C2=C(C=C(C=C2)C#N)C2(C(C(=O)N)C=CC=N2)OC)C(=CC=C1)F 2-(4-(2-chloro-6-fluorobenzyl)piperazin-1-yl-5-cyanophenyl)-2-methoxynicotinamide